N-(2,2-difluoroethyl)-6,7-difluoro-N-(3-((1-(trifluoromethyl)cyclopropyl)ethynyl)phenyl)-[1,2,4]triazolo[4,3-a]quinazolin-5-amine FC(CN(C1=NC=2N(C3=CC=C(C(=C13)F)F)C=NN2)C2=CC(=CC=C2)C#CC2(CC2)C(F)(F)F)F